C1(=CC=CC=C1)C1CCN(CC1)S(=O)(=O)C1=CC=C(C=C1)NC(=O)NCC=1C=NC=CC1 1-[4-(4-phenylpiperidine-1-sulfonyl)phenyl]-3-(pyridin-3-ylmethyl)urea